C1(=CC=CC=C1)N=C=S phenylisothiocyanate